5-(pyrimidin-2-ylmethoxy)-4-(pyrrolidine-1-carbonyl)-1,3-phenylenebis(4-methylbenzenesulfonate) N1=C(N=CC=C1)COC=1C(=C(C=C(C1)C1=C(C=CC(=C1)C)S(=O)(=O)[O-])C1=C(C=CC(=C1)C)S(=O)(=O)[O-])C(=O)N1CCCC1